C(C)C=1C=CC=C2C=CC=C(C12)N1CC=2N=C(N=C(C2CC1)N1CCC(CCC1)O)OCC12CCCN2CCC1 1-(7-(8-ethylnaphthalen-1-yl)-2-((tetrahydro-1H-pyrrolizin-7a(5H)-yl)methoxy)-5,6,7,8-tetrahydropyrido[3,4-d]pyrimidin-4-yl)azepan-4-ol